DIHYDRONAPHTHO[1,2-D]ISOTHIAZOLE C1NSC2=C1C1=CC=CC=C1C=C2